6-(5-(2-((2-((4-methyl-3-oxo-3,4-dihydropyrido[2,3-b]pyrazin-6-yl)oxy)ethyl)amino)ethyl)-2-oxooxazolidin-3-yl)-2H-pyrido[3,2-b][1,4]oxazin-3(4H)-one CN1C2=C(N=CC1=O)C=CC(=N2)OCCNCCC2CN(C(O2)=O)C=2C=CC=1OCC(NC1N2)=O